isopropyl (1S,3S)-3-((4-ethyl-2-(1-methyl-5-(((tetrahydro-2H-pyran-2-yl)oxy)methyl)-1H-pyrazol-4-yl)pyrimidin-5-yl)oxy)cyclohexane-1-carboxylate C(C)C1=NC(=NC=C1O[C@@H]1C[C@H](CCC1)C(=O)OC(C)C)C=1C=NN(C1COC1OCCCC1)C